lithium-Lithium [Li].[Li]